C(CCCC)(=O)OCC(COC(CCCC)=O)OC(=O)O[C@@H]1[C@](O[C@H](C1)N1C2=NC(=NC(=C2N=C1)N)F)(CO)C#C 2-(((((2R,3S,5R)-5-(6-amino-2-fluoro-9H-purin-9-yl)-2-ethynyl-2-(hydroxymethyl)tetrahydrofuran-3-yl)oxy)carbonyl)oxy)propane-1,3-diyl dipentanoate